BrC1=CC=CC(=N1)C(C(C)S(=O)(=O)N(CC1=CC=C(C=C1)OC)CC1=CC=C(C=C1)OC)O 1-(6-bromopyridin-2-yl)-1-hydroxy-N,N-bis(4-methoxybenzyl)propane-2-sulfonamide